FC=1C=C(C=NC1)NC1=NC2=CC=C(C=C2C(N1C1=C(C=CC=C1)C)=O)C#N 2-((5-Fluoropyridin-3-yl)amino)-4-oxo-3-(o-tolyl)-3,4-dihydroquinazoline-6-carbonitrile